C(C1=CC=CC=C1)[C@@]1(N(CCC1)C(=O)O)C(=O)C1=CNC2=CC(=C(C=C12)F)F.OC(CC(=O)SCCNC(CCNC([C@@H](C(COP(OP(OC[C@@H]1[C@H]([C@H]([C@@H](O1)N1C=NC=2C(N)=NC=NC12)O)OP(=O)(O)O)(=O)O)(=O)O)(C)C)O)=O)=O)(CC(=O)O)C 3-hydroxy-3-methylglutaryl-coenzyme A Benzyl-(2R)-2-(5,6-difluoro-1H-indole-3-carbonyl)pyrrolidine-1-carboxylate